(3-allyloxy-2-hydroxy-1-propanesulfonate) sodium salt [Na+].C(C=C)OCC(CS(=O)(=O)[O-])O